(R)-6-(6-(tert-butyl)imidazo[1,2-a]pyrazin-3-yl)-N-(piperidin-3-yl)pyridin-2-amine C(C)(C)(C)C=1N=CC=2N(C1)C(=CN2)C2=CC=CC(=N2)N[C@H]2CNCCC2